(Chlorosulfonyl)-2,3-dihydro-1H-indene-2-carboxylic acid methyl ester COC(=O)C1C(C2=CC=CC=C2C1)S(=O)(=O)Cl